C(C)(C)(C)OC(=O)N1C[C@@H]2COC3=C(CN2CC1)C(=CC(=C3Cl)Br)C#N (12aR)-9-bromo-10-chloro-7-cyano-3,4,12,12a-tetrahydro-6H-pyrazino[2,1-c][1,4]benzoxazepine-2(1H)-carboxylic acid tert-butyl ester